ClC1=CC=C(C=C1)C=1N=NN(C1)C(=O)C(CCC[C@H](N)C(=O)O)N 6-(4-(4-chlorophenyl)-1H-1,2,3-triazole-1-carbonyl)-L-lysine